ClC1=NC=C(C=N1)NC1=NC=CC2=CC(=CC=C12)O[C@@H]1C[C@@](CCC1)(O)C(F)(F)F |r| rac-(1R,3S)-3-((1-((2-chloropyrimidin-5-yl)amino)isoquinolin-6-yl)oxy)-1-(trifluoromethyl)cyclohexan-1-ol